Cl[C@@H](C(=O)O)CC (R)-2-chlorobutanoic acid